Cl.Cl.NCCCN(CCCNC1=CC(=NC2=CC(=C(C=C12)OC)OC)C1=CC=C(C=C1)OC)C N-{3-[(3-aminopropyl)(methyl)amino]propyl}-6,7-dimethoxy-2-(4-methoxyphenyl)quinolin-4-amine dihydrochloride